C(C)(=O)N1CCC2=CC(=CC=C12)NC(C1=CC(=C(C=C1)NC1=NC=C(C(=N1)C=1C=NN(C1)C(C)C)Cl)OC)=O N-(1-acetylindolin-5-yl)-4-((5-chloro-4-(1-isopropyl-1H-pyrazol-4-yl)pyrimidin-2-yl)amino)-3-methoxybenzamide